2-(1-Methyl-1H-pyrazol-3-yl)-5-nitro-3-(trifluoromethyl)pyridine CN1N=C(C=C1)C1=NC=C(C=C1C(F)(F)F)[N+](=O)[O-]